O=C1NC(CCC1N1C(C2=CC=CC(=C2C1=O)NCCOCCOCCOCCC(=O)O)=O)=O 3-(2-(2-(2-((2-(2,6-Dioxopiperidin-3-yl)-1,3-dioxoisoindolin-4-yl)amino)ethoxy)ethoxy)ethoxy)propionic acid